O1C=NC2=C1C=C(C=C2)C(C)N2C[C@@H](N(C[C@H]2CC)C=2C=1C(N(C(C2)=O)C)=CN(N1)CC#N)CC 2-(7-((2S,5R)-4-(1-(benzo[d]oxazol-6-yl)ethyl)-2,5-diethylpiperazin-1-yl)-4-methyl-5-oxo-4,5-dihydro-2H-pyrazolo[4,3-b]pyridin-2-yl)acetonitrile